Methyladenosine 3',5'-Bisphosphate P(=O)(O)(O)O[C@H]1[C@H]([C@@](O[C@@H]1COP(=O)(O)O)(N1C=NC=2C(N)=NC=NC12)C)O